ClC1=C(C=C(C=C1)F)C1C2=C(NC(N1)=O)N(C=C2NC(C2=CC(=CC(=C2)C(F)(F)F)F)=O)C(=O)NC2CCC2 4-(2-Chloro-5-fluorophenyl)-N-cyclobutyl-5-(3-fluoro-5-trifluoromethylbenzoylamino)-2-oxo-1,2,3,4-tetrahydro-7H-pyrrolo[2,3-d]pyrimidine-7-carboxamide